tert-butyl [(5-cyano-2-fluorophenyl)methyl]carbamate C(#N)C=1C=CC(=C(C1)CNC(OC(C)(C)C)=O)F